(S)-2-amino-4-[(E)-3-(3-chloro-2-fluorophenyl)-acryloylamino]-butyric acid hydrochloride Cl.N[C@H](C(=O)O)CCNC(\C=C\C1=C(C(=CC=C1)Cl)F)=O